C1=CC=CC=2C3=CC=CC=C3C(C12)(C1=CC=C(C=C1)OCCC=CC(=O)[O-])C1=CC=C(C=C1)OCCC=CC(=O)[O-] (((9H-fluorene-9,9-diyl)bis(4,1-phenylene))bis(oxy))bis(ethan-2,1-diyl)diacrylate